7-methyl-N2-(2,4-difluorophenyl)-N4-(5-cyclopropyl-1H-pyrazol-3-yl)quinazoline-2,4-diamine CC1=CC=C2C(=NC(=NC2=C1)NC1=C(C=C(C=C1)F)F)NC1=NNC(=C1)C1CC1